1-(2-Aminoethyl)-6,7-dichloro-N-(6-chloropyridazin-3-yl)-9H-carbazol-3-amine NCCC1=CC(=CC=2C3=CC(=C(C=C3NC12)Cl)Cl)NC=1N=NC(=CC1)Cl